C(C)(C)(C)OC(=O)N[C@H]1CS(C2=C(N(C1=O)CC1=CC=C(C=C1)Cl)C=C(C=C2)C2=NN=C(O2)C2(CCN(CC2)C(=O)OC(C)(C)C)C#N)(=O)=O tert-butyl 4-[5-[(3R)-3-(tert-butoxycarbonylamino)-5-[(4-chlorophenyl)methyl]-1,1,4-trioxo-2,3-dihydro-1λ6,5-benzothiazepin-7-yl]-1,3,4-oxadiazol-2-yl]-4-cyano-piperidine-1-carboxylate